4-chloro-5-cyano-2-((4-fluoro-2-methylphenyl)amino)benzoic acid ClC1=CC(=C(C(=O)O)C=C1C#N)NC1=C(C=C(C=C1)F)C